1,2,3,4-tetrahydronaphthalene-1,2-dicarboxylic anhydride C12C(CCC3=CC=CC=C13)C(=O)OC2=O